[4-[7-[3,5-Dimethoxy-N-[2-(propan-2-ylamino)ethyl]anilino]quinoxalin-2-yl]-2-methylpyrazol-3-yl]methanol COC=1C=C(N(CCNC(C)C)C2=CC=C3N=CC(=NC3=C2)C2=C(N(N=C2)C)CO)C=C(C1)OC